4-(3-((tert-Butoxycarbonyl)amino)-3-(dimethylcarbamoyl)piperidin-1-yl)-3'-fluoro-4'-(2-methoxyethoxy)-[1,1'-biphenyl] C(C)(C)(C)OC(=O)NC1(CN(CCC1)C1=CC=C(C=C1)C1=CC(=C(C=C1)OCCOC)F)C(N(C)C)=O